methyl 1-methyl-pyrrole-3-carboxylate bisTFA salt OC(=O)C(F)(F)F.OC(=O)C(F)(F)F.CN1C=C(C=C1)C(=O)OC